C=1NC=CC=2C1C=CC2 cyclopenta[c]Pyridine